pentafluorophenyl 4-chloro-1-hydroxy-1,3-dihydrobenzo[c][1,2]oxaborole-6-carboxylate ClC1=CC(=CC=2B(OCC21)O)C(=O)OC2=C(C(=C(C(=C2F)F)F)F)F